O=C1N(N=C2N1CCCC2)CC2=CC(=CC=C2)C(F)(F)F (5S)-3-Oxo-2-[3-(trifluoromethyl)benzyl]-2,3,5,6,7,8-hexahydro[1,2,4]triazolo[4,3-a]pyridin